(R,S)-4-(((6-Methyl-4-oxochroman-7-yl)oxy)(pyridin-4-yl)methyl)benzonitrile CC=1C=C2C(CCOC2=CC1O[C@H](C1=CC=C(C#N)C=C1)C1=CC=NC=C1)=O